OC1(CC(C1)C(=O)N1CC2(C1)CCC(CC2)OC2=NC=C(C=C2)OC(F)(F)F)C ((1s,3s)-3-Hydroxy-3-methylcyclobutyl)(7-((5-(trifluoromethoxy)pyridin-2-yl)oxy)-2-azaspiro[3.5]nonan-2-yl)methanone